2-((1S,2R)-1-(2-cyanophenyl)-1-(1-(2-methoxyethyl)-3-methyl-1H-pyrazol-4-yl)propan-2-yl)-5-hydroxy-N-(isoxazol-4-yl)-1-methyl-6-oxo-1,6-dihydropyrimidine-4-carboxamide C(#N)C1=C(C=CC=C1)[C@H]([C@@H](C)C=1N(C(C(=C(N1)C(=O)NC=1C=NOC1)O)=O)C)C=1C(=NN(C1)CCOC)C